3-[4-[2-[[6-amino-9-[(2R,3R,4S,5S)-5-(ethylcarbamoyl)-3,4-dihydroxy-oxolan-2-yl]purin-2-yl]amino]ethyl]phenyl]propanoic acid NC1=C2N=CN(C2=NC(=N1)NCCC1=CC=C(C=C1)CCC(=O)O)[C@@H]1O[C@@H]([C@H]([C@H]1O)O)C(NCC)=O